3-(tert-butyl)-2'-((3-(tert-butyl)-2-hydroxy-5-methylphenyl)(4-methoxybutyl)amino)-5-methyl-[1,1'-biphenyl] C(C)(C)(C)C=1C=C(C=C(C1)C)C1=C(C=CC=C1)N(CCCCOC)C1=C(C(=CC(=C1)C)C(C)(C)C)O